N1C[C@@H](CCC1)NC=1C2=C(N=CC1)NC=C2C=2C=NC=NC2 N-[(3R)-3-piperidyl]-3-pyrimidin-5-yl-1H-pyrrolo[2,3-b]pyridin-4-amine